[C@H]12CC(C[C@H](CC1)N2)OCC=2C(=NOC2C2CC2)C2=C(C=C(C=C2Cl)F)Cl 4-((((1R,3R,5S)-8-azabicyclo[3.2.1]oct-3-yl)oxy)methyl)-5-cyclopropyl-3-(2,6-dichloro-4-fluorophenyl)isoxazole